CS(=O)(=O)C=1N=CC2=C(N1)N(C(C(=C2C#C[Si](C(C)C)(C(C)C)C(C)C)C)=O)CC2=CC=NO2 2-methanesulfonyl-6-methyl-8-(1,2-oxazol-5-ylmethyl)-5-[2-(triisopropylsilyl)ethynyl]pyrido[2,3-d]pyrimidin-7-one